FC(C=1C=C(C=CC1)N1[Se]C2=C(C1=O)C=CC=C2)(F)F 2-(3-trifluoromethylphenyl)[1,2]benzisoselenazol-3(2H)-one